tert-Butyl (S)-{(2S)-2-[2-(3,5-difluorophenyl)acetamido]propanamido}phenylacetate FC=1C=C(C=C(C1)F)CC(=O)N[C@H](C(=O)N[C@H](C(=O)OC(C)(C)C)C1=CC=CC=C1)C